[N+](=O)([O-])C1=CC=C(C=C1)C1=CC(NN1C(=O)OC(C)(C)C)=O tert-butyl 5-(4-nitrophenyl)-3-oxo-2,3-dihydro-1H-pyrazole-1-carboxylate